2-(3-chloro-4-ethoxyphenyl)-4-(3,4,5-trimethoxyphenyl)pyrimidine ClC=1C=C(C=CC1OCC)C1=NC=CC(=N1)C1=CC(=C(C(=C1)OC)OC)OC